C1(CC1)C1=NN=C(S1)N1N=CC2=C(C=C(C=C12)S(=O)(=O)NC1(COC1)CF)N1CCN(CC1)C(C(C)C)=O 1-(5-cyclopropyl-1,3,4-thiadiazol-2-yl)-N-(3-(fluoromethyl)oxetan-3-yl)-4-(4-isobutyrylpiperazin-1-yl)-1H-indazole-6-sulphonamide